N1N=CC(=C1)C#N pyrazole-4-carbonitrile